FC=1C=C(C=CC1)C1=NOC(=N1)C=1C=C2C(=NC1)OC([C@@H](C2)O)(C)C (R)-6-(3-(3-fluorophenyl)-1,2,4-oxadiazol-5-yl)-2,2-dimethyl-3,4-dihydro-2H-pyrano[2,3-b]pyridin-3-ol